COC1=CC=C2C(NC=3N(C2=C1)N=NC3S(=O)(=O)C3=C(C=C(C(=O)O)C=C3)C)=O 4-[(8-methoxy-5-oxo-4H-triazolo[1,5-a]quinazolin-3-yl)sulfonyl]-3-methylbenzoic acid